FC(C1=CC=C(C[C@@H](C[C@H](N)C(=O)O)C(=O)O)C=C1)(F)F (4S)-4-(4-trifluoromethyl-benzyl)-L-glutamic acid